1-(4-(1-(4-(benzylthio)phenyl)cyclopropyl)piperazin-1-yl)-2,2,2-trifluoroethan-1-one C(C1=CC=CC=C1)SC1=CC=C(C=C1)C1(CC1)N1CCN(CC1)C(C(F)(F)F)=O